6-benzyl-5-oxo-1,4,5,6-tetrahydropyrido[3,4-C][1,8]naphthyridine-3(2H)-carboxylic acid tertButyl ester C(C)(C)(C)OC(=O)N1CC=2C(N(C=3N=CC=CC3C2CC1)CC1=CC=CC=C1)=O